The molecule is a monocarboxylic acid anion that is the conjugate base of 2-ethylacrylic acid. It has a role as a mammalian metabolite. It is a conjugate base of a 2-ethylacrylic acid. CCC(=C)C(=O)[O-]